(R)-8-(difluoromethoxy)-8'-fluoro-6-(trifluoromethyl)-3H-spiro[imidazo[1,2-a]pyridine-2,4'-isochroman] FC(OC=1C=2N(C=C(C1)C(F)(F)F)C[C@]1(COCC3=C(C=CC=C13)F)N2)F